FC1(CCC(CC1)CN1N=C(C(=C1C(=O)NC1=CC(=CC=C1)S(N)(=O)=O)C(F)(F)F)C)F 2-[(4,4-difluorocyclohexyl)methyl]-5-methyl-N-(3-sulfamoylphenyl)-4-(trifluoromethyl)pyrazole-3-carboxamide